1-(5-bromo-2-pyridinyl)cyclopropanecarbonitrile BrC=1C=CC(=NC1)C1(CC1)C#N